di-(2-propyl) phenyl phosphate P(=O)(OC(C)C)(OC(C)C)OC1=CC=CC=C1